ClC=1C(=CC(=NC1)NC(=O)[C@@H]1C[C@@H](CCC1)NC(OC(C)(C)C)=O)C=1C=NN2C1CCC(C2)OC tert-butyl ((1R,3S)-3-((5-chloro-4-(6-methoxy-4,5,6,7-tetrahydropyrazolo[1,5-a]pyridin-3-yl)pyridin-2-yl)carbamoyl)cyclohexyl)carbamate